ethyl 4-[3,5-difluoro-3'-hydroxy-2'-(2-methyl-propenyl)-biphenyl-4-yloxy]-butyrate FC=1C=C(C=C(C1OCCCC(=O)OCC)F)C1=C(C(=CC=C1)O)C=C(C)C